FC1=C(OC2=NC=CC=C2C(=O)N)C=CC(=C1)CC(=O)NC1=NN2C(C=C(C=C2)F)=N1 2-(2-fluoro-4-(2-((7-fluoro-[1,2,4]triazolo[1,5-a]pyridin-2-yl)amino)-2-oxoethyl)phenoxy)pyridine-3-carboxamide